CN1CCC(CC1)C=1SC(=C(N1)C(NCC1=C(C=CC=C1)C(F)(F)F)=O)NC(OC(C)(C)C)=O tert-butyl (2-(1-methylpiperidin-4-yl)-4-((2-(trifluoromethyl)benzyl)carbamoyl)thiazol-5-yl)carbamate